ClC1=C(C(=CC=C1)Cl)C=1N=C2C=3C=C(C=NC3C=CN2C1CO)C=1C=NN(C1)CCO 2-(4-(2-(2,6-Dichlorophenyl)-3-(hydroxymethyl)imidazo[2,1-f][1,6]naphthyridin-9-yl)-1H-pyrazol-1-yl)ethan-1-ol